C(C)/C(/C(=O)[O-])=C/C(=O)[O-].C(C)/C(/C(=O)[O-])=C/C(=O)[O-].C(CCC)[Sn+4]CCCC dibutyltin di(ethylmaleate)